7-((2s,5r)-2-(2-methoxyethyl)-5-methylpiperazin-1-yl)-4-methyl-2-(tetrahydro-2H-pyran-2-yl)-2,4-dihydro-5H-pyrazolo[4,3-b]Pyridin-5-one COCC[C@@H]1N(C[C@H](NC1)C)C=1C=2C(N(C(C1)=O)C)=CN(N2)C2OCCCC2